C(N)(=O)C=1C=C2C(=NC1)N/C(/S2)=N/C(=O)C2=C(N=C(O2)C)CC (Z)-6-carbamoyl-2-((4-ethyl-2-methyloxazole-5-carbonyl)imino)thiazolo[4,5-b]pyridin